C(CCCCC(C)C)OC(CSCC1=CC(=C(C(=C1)C(C)(C)C)O)C(C)(C)C)=O isooctyl-3,5-di-tert-butyl-4-hydroxybenzylmercaptoacetate